FC=1C=C(C=CC1F)[C@H]1[C@@H](CN(C1)CCOC)NC(=O)NC1=C(C(=NN1C1=CC=CC=C1)CC(C)(C)O)C 1-((3s,4r)-4-(3,4-difluorophenyl)-1-(2-methoxyethyl)pyrrolidin-3-yl)-3-(3-(2-hydroxy-2-methylpropyl)-4-methyl-1-phenyl-1H-pyrazol-5-yl)urea